C(CCCCCCC)NC(=N)N1CCNCC1 N-octylpiperazine-1-carboximidamide